C(C1=C(C(=CC(=C1)C)C(C)(C)C)O)C1=C(C(=CC(=C1)C)C(C)(C)C)O 2,2'-Methylenbis(4-methyl-6-tert-butylphenol)